CC(CCOC=1C=C(C=C(C1)F)C1=C(N=C(S1)NS(=O)(=O)C1=CC=CC=C1)C1=C(C=CC=C1)C(C)C)(C)C N-(5-(3-(3,3-dimethylbutoxy)-5-fluorophenyl)-4-(2-isopropylphenyl)thiazol-2-yl)benzenesulfonamide